C(C(=C)C)(=O)OC1=CC=C(C[C@H](N(CC(=O)O)CC(=O)O)C(=O)O)C=C1 O-methacryloyl-N,N-dicarboxymethyl-tyrosine